N-((4-(4-chloro-1H-pyrrolo[2,3-b]pyridin-2-yl)-6-fluoropyridin-2-yl)methyl)cyclohexanamine ClC1=C2C(=NC=C1)NC(=C2)C2=CC(=NC(=C2)F)CNC2CCCCC2